2-nitro-2-(2-methylphenyl)cyclohexanone [N+](=O)([O-])C1(C(CCCC1)=O)C1=C(C=CC=C1)C